NC1=C(SC=2N=C(SC21)C)C(=O)NC2CC=1C=CC(=NC1CC2)N2CC(C(C2)COCC)N 6-amino-N-{2-[3-amino-4-(ethoxymethyl)pyrrolidin-1-yl]-5,6,7,8-tetrahydroquinolin-6-yl}-2-methylthieno[2,3-d][1,3]thiazole-5-carboxamide